tert-butyl {[1-(3-bromo-5-fluorophenyl)cyclopropyl]methyl}carbamate BrC=1C=C(C=C(C1)F)C1(CC1)CNC(OC(C)(C)C)=O